5-(2-chloro-4-hydroxy-6-methylphenoxy)-3-((4-methoxy-2,6-dimethylpyrimidin-5-yl)methyl)-6-(perfluoroethyl)pyrimidin-4(3H)-one ClC1=C(OC=2C(N(C=NC2C(C(F)(F)F)(F)F)CC=2C(=NC(=NC2C)C)OC)=O)C(=CC(=C1)O)C